(2S,3R)-2-(((benzyloxy)carbonyl)amino)-3-(methoxycarbonyl)pentanoic acid C(C1=CC=CC=C1)OC(=O)N[C@H](C(=O)O)[C@@H](CC)C(=O)OC